Rac-tert-butyl (1S,2S,3R,5R)-3-(acetylthio)-2-fluoro-9-azabicyclo[3.3.1]nonane-9-carboxylate C(C)(=O)S[C@H]1[C@H]([C@@H]2CCC[C@H](C1)N2C(=O)OC(C)(C)C)F |r|